OC1CC=CCCC1O 4,5-Dihydroxycyclohepten